methyl (2S)-2-[[(2S)-2-[(7-chloro-1H-indole-2-carbonyl)amino]-4,4-dimethyl-pentanoyl]amino]-3-[(3S)-2-oxopyrrolidin-3-yl]propanoate ClC=1C=CC=C2C=C(NC12)C(=O)N[C@H](C(=O)N[C@H](C(=O)OC)C[C@H]1C(NCC1)=O)CC(C)(C)C